3-(3-Chloro-4-hydroxyphenyl)-1-[4-(trifluoromethyl)phenyl]prop-2-en-1-one ClC=1C=C(C=CC1O)C=CC(=O)C1=CC=C(C=C1)C(F)(F)F